N1(CCC1)CC1(CC1)NC(C(C)(C)N1C=CC2=CC=C(C=C12)Cl)=O N-(1-(azetidin-1-ylmethyl)cyclopropyl)-2-(6-chloro-1H-indol-1-yl)-2-methylpropanamide